1-(2-chloro-4-(3-hydroxy-2-(3-(1-isopropyl-1,7-diazaspiro[4.4]nonan-7-yl)phenyl)-6-methylpyridin-4-yl)phenyl)-3-methyl-1H-imidazol-2(3H)-one ClC1=C(C=CC(=C1)C1=C(C(=NC(=C1)C)C1=CC(=CC=C1)N1CC2(CCCN2C(C)C)CC1)O)N1C(N(C=C1)C)=O